(E)-4-(3,3-difluoropyrrolidin-1-yl)but-2-enoic acid FC1(CN(CC1)C/C=C/C(=O)O)F